2-methyl-1,2-benzothiazole-3(2H)-one CN1SC2=C(C1=O)C=CC=C2